NC(CO)(CO)CO.ClC=1C(=CC2=C(N(C(O2)=O)CCC(=O)O)C1)O[C@H](C)C1=NC=CC=C1 (R)-3-(5-chloro-2-oxo-6-(1-(pyridin-2-yl)ethoxy)benzo[d]oxazol-3(2H)-yl)propanoic acid 2-amino-2-(hydroxymethyl)-1,3-propanediol salt